cis-(1S,2R)-3-acetoxymethyl-3,5-cyclohexaneDiene-1,2-diol C(C)(=O)OCC=1[C@H]([C@H](C=CC1)O)O